3-hydroxymethyl-1,5-pentanediol OCC(CCO)CCO